Methyl 4-((2-((1-(methylsulfonyl)piperidin-4-yl)amino)-7-(1H-pyrazol-4-yl)-[1,2,4]triazolo[1,5-a]pyridin-8-yl)oxy)piperidine-1-carboxylate CS(=O)(=O)N1CCC(CC1)NC1=NN2C(C(=C(C=C2)C=2C=NNC2)OC2CCN(CC2)C(=O)OC)=N1